1-((4-(5-(3-cyano-4-isopropyloxyphenyl)-1,2,4-oxadiazol-3-yl)naphthalen-1-yl)methyl)piperidin-3-carboxylic acid C(#N)C=1C=C(C=CC1OC(C)C)C1=NC(=NO1)C1=CC=C(C2=CC=CC=C12)CN1CC(CCC1)C(=O)O